(2R)-1-[[2-[2-[tert-butyl(dimethyl)silyl]oxyethyl]-4-iodo-5-isopropoxy-pyrazol-3-yl]methyl-ethyl-amino]propan-2-ol [Si](C)(C)(C(C)(C)C)OCCN1N=C(C(=C1CN(C[C@@H](C)O)CC)I)OC(C)C